N1[C@@H](CSCC1)C(=O)OCC1=CC=CC=C1 benzyl (3R)-thiomorpholine-3-carboxylate